P(=O)(OCCOC(C=C)=O)(OCC)OCC 2-acryloxyethyl diethyl phosphate